Benzyl (4S,7S,8S,9aS)-4-[(2S)-2-{[(tert-butoxy)carbonyl](methyl)amino}propanamido]-8-hydroxy-5-oxo-octahydropyrrolo[2,1-b][1,3]thiazepine-7-carboxylate C(C)(C)(C)OC(=O)N([C@H](C(=O)N[C@@H]1C(N2[C@@H](SCC1)C[C@@H]([C@H]2C(=O)OCC2=CC=CC=C2)O)=O)C)C